4,12,12-trimethyl-9-methylene-5-oxatricyclo[8.2.0.04,6]dodecane CC12CCC3C(CC3C(CCC2O1)=C)(C)C